2-[4-(2-(methoxy)-5-pyridyl)-6-(4-hydroxy-piperidin-1-yl)-pyrimidin-2-ylamino]-4-methylthiazole-5-carboxylic acid ethyl ester C(C)OC(=O)C1=C(N=C(S1)NC1=NC(=CC(=N1)C=1C=CC(=NC1)OC)N1CCC(CC1)O)C